C(C)(C)(C)[Si](C1=CC=CC=C1)(C1=CC=CC=C1)Cl t-butyl-(chloro)diphenylsilane